ClC=1C=C2C(=NC(=NC2=C(C1C1=CC(=CC2=CC=CC=C12)O)F)NC1CN(CC1)C)N1CCN(CC1)C(C=C)=O 1-(4-(6-chloro-8-fluoro-7-(3-hydroxynaphthalen-1-yl)-2-(1-methylpyrrolidin-3-ylamino)quinazolin-4-yl)piperazin-1-yl)prop-2-en-1-one